F[B-](F)(F)F.C(C)(C)[S+](C(CCCC(=O)OCCCCCC)C1=CC=CC=C1)C(C)C diisopropyl-(5-hexyloxy-5-oxo-1-phenylpentyl)sulfonium tetrafluoroborate